C(C)N(CC)CC1=C(N=C2N1C=CC=C2)C2=CC=C(C=C2)OC N-ethyl-N-((2-(4-methoxyphenyl)imidazo[1,2-a]pyridin-3-yl)methyl)ethanamine